C(C)N1N=C(C2=C1C(NCC1(CCOCC1)C2)=O)C[C@H](COC(C2=CC=C(C=C2)S(NC)(=O)=O)=O)C 4-(Methylsulfamoyl)benzoic acid [(2R)-3-(1-ethyl-8-oxo-spiro[6,7-dihydro-4H-pyrazolo[3,4-c]azepin-5,4'-tetrahydropyran]-3-yl)-2-methyl-propyl] ester